tert-Butyl (R)-4-(2-amino-3-hydroxypropyl)piperidine-1-carboxylate N[C@H](CC1CCN(CC1)C(=O)OC(C)(C)C)CO